6-bromo-8-cyclopropyl-N-(3-methoxy-2,6-dimethylphenyl)-[1,2,4]triazolo[1,5-a]pyridin-5-amine BrC=1C=C(C=2N(C1NC1=C(C(=CC=C1C)OC)C)N=CN2)C2CC2